CN1C=NC(=C1)NC1=NC(=NN2C1=CC=C2)N2[C@@H](CCC2)C2=NC=CC=C2 (S)-N-(1-methyl-1H-imidazol-4-yl)-2-(2-(pyridin-2-yl)pyrrolidin-1-yl)pyrrolo[2,1-f][1,2,4]triazin-4-amine